N-[2-chloro-3-[(5-methyl-1,3,4-oxadiazol-2-yl)carbamoyl]-6-(trifluoromethyl)phenyl]-N-methoxy-carbamic acid tert-butyl ester C(C)(C)(C)OC(N(OC)C1=C(C(=CC=C1C(F)(F)F)C(NC=1OC(=NN1)C)=O)Cl)=O